CN(C)CCCN(CCCN(C)C)CC(C)O bis(dimethylamino-propyl)amino-2-propanol